tert-butyl N-[cis-4-[(4,7-diamino-5,5-dimethyl-6H-benzo[h]quinazolin-8-yl)oxy]cyclohexyl]carbamate NC1=NC=NC=2C3=C(CC(C12)(C)C)C(=C(C=C3)O[C@H]3CC[C@H](CC3)NC(OC(C)(C)C)=O)N